ClC1=CC(=NC(=N1)C)NC(=O)[C@H]1[C@@](C1)(C1=NC=CC(=N1)C)F |r| rac-(1S*,2S*)-N-(6-chloro-2-methylpyrimidin-4-yl)-2-fluoro-2-(4-methylpyrimidin-2-yl)cyclopropane-1-carboxamide